ethyl 3-{1-[2-(2-chloroethoxy)ethyl]-4-methyl-1H-benzotriazol-5-yl}-3-{3-[(6-hydroxy-2,2-dioxo-2H-1,2λ6,3-benzoxathiazin-3(4H)-yl)methyl]-4-methoxyphenyl}propanoate hydrochloride Cl.ClCCOCCN1N=NC2=C1C=CC(=C2C)C(CC(=O)OCC)C2=CC(=C(C=C2)OC)CN2S(OC1=C(C2)C=C(C=C1)O)(=O)=O